tert-butyl 3-[7-[8-ethyl-3-(methoxymethoxy)-1-naphthyl]-8-fluoro-2-methylsulfonyl-pyrido[4,3-d]pyrimidin-4-yl]-3,8-diazabicyclo[3.2.1]octane-8-carboxylate C(C)C=1C=CC=C2C=C(C=C(C12)C1=C(C=2N=C(N=C(C2C=N1)N1CC2CCC(C1)N2C(=O)OC(C)(C)C)S(=O)(=O)C)F)OCOC